(3S)-7-((2S,5R)-4-acryloyl-2,5-dimethylpiperazin-1-yl)-9-chloro-10-(2,4-difluorophenyl)-3-(methoxymethyl)-2H-[1,4]thiazino[2,3,4-ij]quinazolin-5(3H)-one C(C=C)(=O)N1C[C@@H](N(C[C@H]1C)C1=NC(N2C3=C(C(=C(C=C13)Cl)C1=C(C=C(C=C1)F)F)SC[C@@H]2COC)=O)C